4-(3-chloro-4-(3-isopropoxypyridin-2-yl)benzyl)-2-(4-cyclopropyl-6-methoxypyrimidin-5-yl)-6,7-dihydro-[1,2,4]triazolo[1,5-a]pyrimidin-5(4H)-one ClC=1C=C(CN2C=3N(CCC2=O)N=C(N3)C=3C(=NC=NC3OC)C3CC3)C=CC1C1=NC=CC=C1OC(C)C